3-(3'-hydroxy-6-oxo-6,8-dihydro-2h,7h-spiro[furo[2,3-e]isoindol-3,4'-piperidin]-7-yl)piperidine-2,6-dione trifluoroacetate FC(C(=O)O)(F)F.OC1CNCCC12COC1=C3CN(C(C3=CC=C12)=O)C1C(NC(CC1)=O)=O